ClC=1N=C(C2=C(N1)N(C1=C2C=CN=C1Cl)C)N1C[C@@](CCC1)(O)C (R)-1-(2,8-dichloro-9-methyl-9H-pyrido[4',3':4,5]pyrrolo[2,3-d]pyrimidin-4-yl)-3-methylpiperidin-3-ol